OB1OC(C2=C1C=CC=C2)C(=O)NC2CN(CC2NC(=O)C2C1=C(B(O2)O)C=CC=C1)C(CCC(=O)O)=O 4-(3,4-bis(1-hydroxy-1,3-dihydrobenzo[c][1,2]oxaborole-3-carboxamido)pyrrolidin-1-yl)-4-oxobutanoic acid